C(C)(C)(C)NC(C)=NC(C)(C)C N,N'-di-tert-butylacetamidine